FC1([C@H]2CC(C[C@@H]12)NC=1C(=NC(=CN1)C=1N=CN(C1)C)S(=O)(=O)NC)F (((1r,3s,5s)-6,6-difluorobicyclo[3.1.0]hexane-3-yl)amino)-N-methyl-6-(1-methyl-1H-imidazol-4-yl)pyrazine-2-sulfonamide